6-Bromo-2-[(2R)-3-(3,4-dihydro-1H-isoquinolin-2-yl)-2-hydroxy-propyl]-4,4-dimethyl-3H-isoquinolin-1-one BrC=1C=C2C(CN(C(C2=CC1)=O)C[C@@H](CN1CC2=CC=CC=C2CC1)O)(C)C